C1(=CC=CC=C1)C(C1=CC=CC=C1)=NC1=C(C=C2C(=N1)C(=C(N2COCC[Si](C)(C)C)C(=O)OC)F)C methyl 5-((diphenylmethylene) amino)-3-fluoro-6-methyl-1-((2-(trimethylsilyl) ethoxy) methyl)-1H-pyrrolo[3,2-b]pyridine-2-carboxylate